N-[(1R,3S,4S)-rel-7-[3-(4-cyano-3-fluoro-phenyl)-4-(6,7-difluoro-1-methyl-benzotriazol-5-yl)benzoyl]-7-azabicyclo[2.2.1]heptan-3-yl]-2,4-dinitrobenzenesulfonamide C(#N)C1=C(C=C(C=C1)C=1C=C(C(=O)N2[C@H]3C[C@@H]([C@@H]2CC3)NS(=O)(=O)C3=C(C=C(C=C3)[N+](=O)[O-])[N+](=O)[O-])C=CC1C1=CC3=C(N(N=N3)C)C(=C1F)F)F |o1:14,16,17|